ClC=1C=NC=C(C1C(C(=O)O)(C)C)Cl 2-(3,5-dichloropyridin-4-yl)-2-methylpropanoic acid